BrC=1N=C(N(N1)C1=NC=C(C=C1)C#N)C(C)NC(C1=CC(=CC(=C1)C(F)(F)F)C1C(C1)(F)F)=O N-[1-[5-bromo-2-(5-cyano-2-pyridyl)-1,2,4-triazol-3-yl]ethyl]-3-(2,2-difluorocyclopropyl)-5-(trifluoromethyl)benzamide